triethyl-ammonium tetrakis(pentafluorophenyl)borate FC1=C(C(=C(C(=C1[B-](C1=C(C(=C(C(=C1F)F)F)F)F)(C1=C(C(=C(C(=C1F)F)F)F)F)C1=C(C(=C(C(=C1F)F)F)F)F)F)F)F)F.C(C)[NH+](CC)CC